(S)-5-(4-(3-cyclobutylmorpholino)-2-(1-(2-hydroxy-2-methylpropyl)-1H-pyrazol-4-yl)quinazolin-6-yl)-1,3-dimethylpyridin-2(1H)-one C1(CCC1)[C@H]1COCCN1C1=NC(=NC2=CC=C(C=C12)C=1C=C(C(N(C1)C)=O)C)C=1C=NN(C1)CC(C)(C)O